CC1=C(C(=C(C2=C1O[C@](CC2)(C)CCC[C@H](C)CCC[C@H](C)CCCC(C)C)C)OC(=O)C3=CN=CC=C3)C alpha-tocopherol nicotinate